[Cl-].[Cl-].C1(C=CC=C1)[Zr+2]C1(C(=C(C(=C1CC)CC)CC)CC)CC (cyclopentadienyl)(pentaethylcyclopentadienyl)zirconium dichloride